oleic acid benzylamide C(C1=CC=CC=C1)NC(CCCCCCC\C=C/CCCCCCCC)=O